CC1=NOC(=C1C=1C=CC(=NC1)NC([C@H](C1CCC(CC1)C)NC(=O)C1=NON=C1C)=O)C N-((S)-2-((5-(3,5-Dimethylisoxazol-4-yl)pyridin-2-yl)amino)-1-((1r,4S)-4-methylcyclohexyl)-2-oxoethyl)-4-methyl-1,2,5-oxadiazole-3-carboxamide